(E)-4-(1-(5-chloro-3-nitro-1H-indol-1-yl)cyclopropyl)but-3-en-2-one ClC=1C=C2C(=CN(C2=CC1)C1(CC1)/C=C/C(C)=O)[N+](=O)[O-]